C1(CC1)C1C(=CC(O1)=O)O 5-cyclopropyl-4-hydroxyfuran-2(5H)-one